CC1=C(C(=CC(=C1)C)C)NC1=CC=C(C=2C(C3=CC=CC=C3C(C12)=O)=O)NC1=C(C=C(C=C1C)C)C 1,4-bis[(2,4,6-trimethylphenyl)amino]-9,10-anthracenedione